1-hexadecanoyl-2-(8Z,11Z,14Z-eicosatrienoyl)-glycero-3-phospho-(1'-sn-glycerol) CCCCCCCCCCCCCCCC(=O)OC[C@H](COP(=O)(O)OC[C@H](CO)O)OC(=O)CCCCCC/C=C\C/C=C\C/C=C\CCCCC